N-cyclopropyl-5-(1H-indole-2-carbonyl)-N-methyl-4H,5H,6H,7H-[1,2]oxazolo[4,5-c]pyridine-3-carboxamide C1(CC1)N(C(=O)C1=NOC2=C1CN(CC2)C(=O)C=2NC1=CC=CC=C1C2)C